1-(6-(4-(1,6-dimethyl-1H-indazol-7-yl)-3,7,7-trimethyl-7,8-dihydro-5H-pyrano[4,3-b]pyridin-2-yl)-2,6-diazaspiro[3.4]octan-2-yl)-2-propen-1-one CN1N=CC2=CC=C(C(=C12)C1=C2C(=NC(=C1C)N1CC3(CN(C3)C(C=C)=O)CC1)CC(OC2)(C)C)C